tert-butyl (3R)-3-({4-[4-(difluoromethoxy)-2-(methoxymethoxy)phenyl]-7,8-dihydro-5H-pyrano[3,4-d]pyridazin-1-yl}amino)piperidine-1-carboxylate FC(OC1=CC(=C(C=C1)C=1N=NC(=C2C1COCC2)N[C@H]2CN(CCC2)C(=O)OC(C)(C)C)OCOC)F